2-(5-methoxy-7-methyl-1H-indol-3-yl)-N-methyl-2-oxo-N-propylacetamide COC=1C=C2C(=CNC2=C(C1)C)C(C(=O)N(CCC)C)=O